C1(=CC=CC=C1)C(C(CC1=CC=CC=C1)=O)=O 1,3-diphenylpropanedione